(R)-N-((1R/S)-1-(3-(difluoro(tetrahydrofuran-2-yl)methyl)phenyl)ethyl)-2-methylpropane-2-sulfinamide FC(C=1C=C(C=CC1)[C@@H](C)N[S@](=O)C(C)(C)C)(C1OCCC1)F |&1:8|